4-[2-({2H,3H-[1,4]dioxino[2,3-b]pyridin-7-yl}amino)-4-{methyl[(1s,3s)-3-hydroxycyclobutyl]amino}pyrimidin-5-yl]-N,N-dimethylbenzamide O1CCOC2=NC=C(C=C21)NC2=NC=C(C(=N2)N(C2CC(C2)O)C)C2=CC=C(C(=O)N(C)C)C=C2